4-[[2-(4-aminoanilino)pyrimidin-4-yl]amino]-2-(6-methyl-2-pyridyl)pyrimidine-5-carboxylic acid NC1=CC=C(NC2=NC=CC(=N2)NC2=NC(=NC=C2C(=O)O)C2=NC(=CC=C2)C)C=C1